ClC1=C(C=CC=C1Cl)C=1C=CC=C2C(=C(C=NC12)C(=O)N[C@H]1CCOC2=CC=CC=C12)N(C1COC1)C 8-(2,3-dichlorophenyl)-N-[(4S)-3,4-dihydro-2H-chromen-4-yl]-4-[methyl-(oxetan-3-yl)amino]quinoline-3-carboxamide